2-(2,6-dioxopiperidin-3-yl)isoindoline [1-[9-Ethyl-6-(2-methylbenzoyl)carbazol-3-yl]ethylideneamino]acetate C(C)N1C2=CC=C(C=C2C=2C=C(C=CC12)C(C)=NCC(=O)O)C(C1=C(C=CC=C1)C)=O.O=C1NC(CCC1N1CC2=CC=CC=C2C1)=O